3-((6-chloro-2-methoxy-1-(1-methyl-1H-pyrazol-4-yl)-1H-indol-3-yl)thio)benzoic acid ClC1=CC=C2C(=C(N(C2=C1)C=1C=NN(C1)C)OC)SC=1C=C(C(=O)O)C=CC1